(S)-Tertbutyl 6'-Chloro-5-(((1R,2R)-2-((R,E)-1-Hydroxyhex-2-En-1-Yl)Cyclobutyl)Methyl)-3',4,4',5-Tetrahydro-2H,2'H-Spiro[Benzo[B][1,4]Oxazepine-3,1'-Naphthalene]-7-Carboxylate ClC=1C=C2CCC[C@]3(C2=CC1)CN(C1=C(OC3)C=CC(=C1)C(=O)OC(C)(C)C)C[C@H]1[C@@H](CC1)[C@@H](\C=C\CCC)O